racemic-1-(5-fluoropyrimidin-2-yl)-3-(methoxymethyl)pyrrolidin-3-amine FC=1C=NC(=NC1)N1C[C@@](CC1)(N)COC |r|